2-(N,N-dimethylamino)-ethyl methyl ether COCCN(C)C